5-chlorothiophene-3-boronic acid ClC1=CC(=CS1)B(O)O